F/C(=C/C(=O)NC1=CC(=NC=C1)C1=NC=CC2=C1N=C(N=C2)NC2=CC=C(C=C2)N2CCOCC2)/C (E)-3-fluoro-N-(2-(2-((4-morpholinylphenyl)amino)pyrido[3,4-d]pyrimidin-8-yl)pyridin-4-yl)but-2-enamide